N1CC(C1)OC=1C=C(C=2N(C1)N=CC2C#N)C=2C=NC(=CC2)N2CCN(CC2)CC2=CC=CC=C2 6-(azetidin-3-yloxy)-4-(6-(4-benzylpiperazin-1-yl)pyridin-3-yl)pyrazolo[1,5-a]pyridine-3-carbonitrile